3-[(2-bromo-3-chloro-phenoxy)methyl]pyridazine BrC1=C(OCC=2N=NC=CC2)C=CC=C1Cl